(Z)-4-nitro-stilbene [N+](=O)([O-])C1=CC=C(C=C1)\C=C/C1=CC=CC=C1